C1(=C(C(=C(C=2SC=3C(C21)=CC=C(C3[2H])[2H])[2H])[2H])[2H])[2H] dibenzothiophene-d6